C(C)(C)(C)NC1=CC=CC=C1 t-butyl-phenylamine